NCC1=CC(=CC=C1)CN α,α'-diamino-m-xylene